C(C)(C)(C)C=1C=C(OC2=NC=NC=N2)C=C(C1O)C(C)(C)C 3,5-di-tert-butyl-4-hydroxyphenoxy-1,3,5-triazine